3-(4-chloro-2-methylphenyl)-N-(4-methyl-3-(pyridin-4-yl)-1H-pyrazol-5-yl)propenamide ClC1=CC(=C(C=C1)C=CC(=O)NC1=C(C(=NN1)C1=CC=NC=C1)C)C